S1CC=CCC1 5H-thiopyran